2-(hydroxyethyl)phenazine OCCC1=CC2=NC3=CC=CC=C3N=C2C=C1